C1(CCCCC1)(O)[2H] cyclohexan-1-d-1-ol